dimethylol-propane tetraacrylate C(C=C)(=O)O.C(C=C)(=O)O.C(C=C)(=O)O.C(C=C)(=O)O.C(O)C(C)(C)CO